CN1C=NC2=CC=C(C(=C2C1=O)C)NC1=C(C(=NC=C1F)NS(=O)(=O)CC)F N-(4-((3,5-dimethyl-4-oxo-3,4-dihydroquinazolin-6-yl)amino)-3,5-difluoropyridin-2-yl)ethanesulfonamide